Br.[N+](=O)(O)[O-] nitric acid, hydrobromide